C(C)(C)(C)OC([C@@H](N)CCCCN)=O L-lysine (Z)-tert-butyl ester